1-(3-cyanopropyl)-3-methyl-imidazole dicyanamide salt [N-](C#N)C#N.C(#N)CCCN1CN(C=C1)C